C([O-])([O-])=O.CC[P+](CCCCCCCC)(CCCCCCCC)CCCCCCCC.CC[P+](CCCCCCCC)(CCCCCCCC)CCCCCCCC methyltrioctylmethyl-phosphonium carbonate